C(CCC)C1=CC=C(OC2CCN(CC2)C2=CC(N(C=3C=CC(=NC23)C#N)C)=O)C=C1 8-(4-(4-Butylphenoxy)piperidin-1-yl)-5-methyl-6-oxo-5,6-dihydro-1,5-naphthyridin-2-carbonitril